tert-Butyl (1H-indol-6-yl)carbamate N1C=CC2=CC=C(C=C12)NC(OC(C)(C)C)=O